BrC=1C=CC(=NC1)OC=1C=C(OCC(=O)OC(C)(C)C)C=CC1 tert-butyl 2-[3-[(5-bromo-2-pyridyl)oxy]phenoxy]acetate